C(C)N(C1=CC2=C(C(=CC(O2)=O)C(F)(F)F)C=C1)CC1=CC=C(C=C1)F 7-(ethyl-(4-fluorobenzyl)amino)-4-(trifluoromethyl)-2H-benzopyran-2-one